OC1=C(C=C(C=C1)[N+](=O)[O-])C=NC1C(CCCC1)N=CC1=C(C=CC(=C1)[N+](=O)[O-])O N,N'-Bis[(2-hydroxy-5-nitrophenyl)methylen]-1,2-diaminocyclohexan